4-(dimethylamino)-N-(4-methoxy-2-(methyl(2-(methylamino)ethyl)amino)-5-((4-(5-methyl-imidazo[1,5-a]pyridin-1-yl)pyrimidin-2-yl)amino)phenyl)but-2-ynamide CN(CC#CC(=O)NC1=C(C=C(C(=C1)NC1=NC=CC(=N1)C=1N=CN2C1C=CC=C2C)OC)N(CCNC)C)C